COC1CC(C1)C1=CC=C2CCN(CC2=C1)C=1C=NC(=NC1)C1=NC=CC=N1 7-(3-methoxycyclobutyl)-2-(2-pyrimidin-2-ylpyrimidin-5-yl)-3,4-dihydro-1H-isoquinoline